FC1(CC(C1)NC(C(=O)N1[C@@H]([C@@H]2[C@H](C1)CCC2)C(=O)N[C@@H](C[C@H]2C(NCC2)=O)C(COC(F)(F)F)=O)=O)F (1S,3aR,6aS)-2-(2-((3,3-difluorocyclobutyl)amino)-2-oxoacetyl)-N-((S)-3-oxo-1-((S)-2-oxopyrrolidin-3-yl)-4-(trifluoromethoxy)butan-2-yl)octahydrocyclopenta[c]pyrrole-1-carboxamide